1-(1H-Benzimidazol-5-yl)-5-{4-[5-(trifluoromethyl)thiophen-2-yl]phenyl}imidazolidin-2-one N1C=NC2=C1C=CC(=C2)N2C(NCC2C2=CC=C(C=C2)C=2SC(=CC2)C(F)(F)F)=O